C[C@@]12CCC=3N=C(SC3C2CC[C@H]2[C@H]3[C@](CC[C@H]12)(C(CC3)=O)C)N(C(C)=O)C3=CC(=CC=C3)F N-((5aR,5bS,7aS,10aS,10bR)-5a,7a-dimethyl-8-oxo-5,5a,5b,6,7,7a,8,9,10,10a,10b,11,12,12a-tetradecahydro-4H-cyclopenta[7,8]phenanthro[2,1-d]thiazol-2-yl)-N-(3-fluorophenyl)acetamide